FC(C(=O)O)(F)F.N[C@H](C(=O)NCCN1C(C=CC1=O)=O)CC1=CC=CC=C1 (S)-2-amino-N-(2-(2,5-dioxo-2,5-dihydro-1H-pyrrol-1-yl)ethyl)-3-phenylpropionamide trifluoroacetate